COC(=O)C1=CC(=C(C(=O)O)C=C1C)C 4-(methoxycarbonyl)-2,5-dimethylbenzoic acid